CN(C=1N=C(C(=NC1CC)C(=O)N)NC1=CC(=CC=C1)CCNC(C(C)N(C(\C=C\CN(C)C)=O)C)=O)C (E)-5-(dimethylamino)-3-((3-(2-(2-(4-(dimethylamino)-N-methylbut-2-enamido)propanamido)ethyl)phenyl)amino)-6-ethylpyrazine-2-carboxamide